ClC=1C(=NC(=NC1)NC=1C=C(C=NC1)N1C(C2(CC1)CCN(CC2)C(=O)OC(C)(C)C)=O)C2=CC(=CC=C2)C2CC2 tert-butyl 2-(5-((5-chloro-4-(3-cyclopropylphenyl)pyrimidin-2-yl)amino)pyridin-3-yl)-1-oxo-2,8-diazaspiro[4.5]decane-8-carboxylate